OCC1=CC=CC=2N=C(SC21)NC(OC(C)(C)C)=O tert-butyl (7-(hydroxymethyl)benzo[d]thiazol-2-yl)carbamate